FC[C@H](C)OC1=CC=2N(C=C1C(=O)O)C=C(N2)C21COC(C2)(C1)C (S)-7-((1-fluoroprop-2-yl)oxy)-2-(1-methyl-2-oxabicyclo[2.1.1]hex-4-yl)imidazo[1,2-a]pyridine-6-carboxylic acid